1,2,3,4-tetrahydrobenzimidazopyridine N1CNC2C1=C1C=CC=NC1=CC2